NC=1C=2N(C3=C(N1)C=NC(=C3)C(=O)N(C)[C@@H]3COC1=C3C=CC(=C1)C13CC(C1)C3)C(=NC2)C (S)-4-amino-N-(6-(bicyclo[1.1.1]pentan-1-yl)-2,3-dihydrobenzofuran-3-yl)-N,1-dimethylimidazo[1,5-a]pyrido[3,4-e]pyrazine-8-carboxamide